1-[1-[4-(3-pyridyl)triazol-1-yl]ethyl]-4-[(3R)-3-(cyclobutylmethyl-amino)-1-piperidyl]pyridin-2-one N1=CC(=CC=C1)C=1N=NN(C1)C(C)N1C(C=C(C=C1)N1C[C@@H](CCC1)NCC1CCC1)=O